C(C)OC(C[C@@H](C=1C=NC(=CC1)OC)NC(=O)C1CC2(CN(C2)C(=O)OC(C)(C)C)C1)=O (S)-tert-Butyl 6-((3-ethoxy-1-(6-methoxypyridin-3-yl)-3-oxopropyl)carbamoyl)-2-azaspiro[3.3]heptane-2-carboxylate